C[C@H]1CC[C@@H](N(C1)C(C(=O)NC=1C2=C(C=NC1)C=NN2COCC[Si](C)(C)C)=O)C=2C=CC1=C(N=C(S1)C1C(CN(CC1)C)(C)C)C2 2-((2R,5S)-5-methyl-2-(2-(1,3,3-trimethylpiperidin-4-yl)benzo[d]thiazol-5-yl)piperidin-1-yl)-2-oxo-N-(1-((2-(trimethylsilyl)ethoxy)methyl)-1H-pyrazolo[4,3-c]pyridin-7-yl)acetamide